N-[4-((1R)-1-{3-(3,5-dichlorophenyl)-5-[6-(trifluoromethoxy)-2-naphthyl]-1H-pyrazol-1-yl}ethyl)benzoyl]-β-alanine ClC=1C=C(C=C(C1)Cl)C1=NN(C(=C1)C1=CC2=CC=C(C=C2C=C1)OC(F)(F)F)[C@H](C)C1=CC=C(C(=O)NCCC(=O)O)C=C1